7-((3S,5R)-4-acryloyl-3,5-dimethylpiperazin-1-yl)-10-(2,4-difluorophenyl)-3-(methoxymethyl)-9-(trifluoromethyl)-2,3-dihydro-5H-[1,4]thiazino[2,3,4-ij]quinazolin-5-one C(C=C)(=O)N1[C@H](CN(C[C@H]1C)C1=NC(N2C3=C(C(=C(C=C13)C(F)(F)F)C1=C(C=C(C=C1)F)F)SCC2COC)=O)C